2,2-difluoro-4-(pyridin-4-ylmethyl)-3,4-dihydronaphthalen-1(2H)-one FC1(C(C2=CC=CC=C2C(C1)CC1=CC=NC=C1)=O)F